C[Si](C=1C=C(C=CC1)C(=C)C1=CC=CC=C1)(OCC)C 1-[3-(dimethylethoxysilyl)phenyl]-1-phenylethylene